2-[2-[[3-chloro-6-[3,6-dihydro-3-methyl-2,6-bisacetoxy-4-(trifluoromethyl)-1(2H)-pyrimidinyl]-5-fluoro-2-pyridinyl]oxy]phenoxy]-acetic acid ethyl ester C(C)OC(COC1=C(C=CC=C1)OC1=NC(=C(C=C1Cl)F)N1C(N(C(=CC1OC(C)=O)C(F)(F)F)C)OC(C)=O)=O